[Na+].ClCC(CS(=O)(=O)[O-])O 3-chloro-2-hydroxy-1-propanesulfonic acid sodium salt